[Na+].C(C)N(C1=CC(=CC=C1)C)CC(CS(=O)(=O)[O-])O N-Ethyl-N-(2-hydroxy-3-sulfopropyl)-m-toluidine, monosodium salt